C1C=COS1(=O)=O 2-Propen-1,3-sulton